β-(6,6-dimethylbicyclo[3.1.1]hept-2-en-2-yl)propanal CC1(C2CC=C(C1C2)CCC=O)C